C(C)(C)(C)N1CC=C(C=C1)NC(CC1=C(C=CC(=C1)Cl)O)=O N-tert.-Butyl-4-[[2-(5-chloro-2-hydroxyphenyl)acetyl]amino]pyridin